C(C)(=O)N[C@H]1C[C@H](CCC1)C(=O)NC1=NC=C(C(=C1)C=1C=C(N2CC(CC12)(C)C)C=O)Cl (1S,3R)-3-acetylamino-N-(5-chloro-4-(5-formyl-2,2-dimethyl-2,3-dihydro-1H-pyrrolizin-7-yl)pyridin-2-yl)cyclohexane-1-carboxamide